C(C)C1=C(C=CC=C1)O o-ethylphenol